C(C1=CC=CC=C1)OCC1=NN(C(N1CC)=O)C=1C(=CN2C(C(=CC(=C2C1)C(C)C)C1=C(C=CC=C1)C)=O)F 8-(3-((benzyloxy)methyl)-4-ethyl-5-oxo-4,5-dihydro-1H-1,2,4-triazol-1-yl)-7-fluoro-1-isopropyl-3-(o-tolyl)-4H-quinolizin-4-one